C(C1=CC=CC=C1)N1C2=NC=NC(=C2N=C1)Br 9-benzyl-6-bromo-9H-purine